methyl 4-bromo-5-cyclopropylthiophene-2-carboxylate BrC=1C=C(SC1C1CC1)C(=O)OC